C(C)OC=1C=CC=NC1 5-ethoxypyridin